3-methyl-5-oxo-1-phenyl-N-(pyridin-4-yl)-4,5-dihydro-1H-pyrazole-4-carboxamide CC1=NN(C(C1C(=O)NC1=CC=NC=C1)=O)C1=CC=CC=C1